N-[(2R,3R)-1-[2-[3,5-Bis(trifluoromethyl)-2-pyridyl]acetyl]-2-[2-methyl-3-(trideuteriomethoxy)phenyl]pyrrolidin-3-yl]pyridazine-3-carboxamide FC(C=1C(=NC=C(C1)C(F)(F)F)CC(=O)N1[C@@H]([C@@H](CC1)NC(=O)C=1N=NC=CC1)C1=C(C(=CC=C1)OC([2H])([2H])[2H])C)(F)F